C(C)(C)(C)OC(=O)N1CCC(CC1)C1=C(C=C(C=C1)NC=1N=C(N=NC1C(N)=O)SC)F 4-(4-((6-carbamoyl-3-(methylsulfanyl)-1,2,4-triazin-5-yl)amino)-2-fluorophenyl)piperidine-1-carboxylic acid tert-butyl ester